4-chloro-1-methyl-6-(4-methyl-6-oxo-1,4,5,6-tetrahydropyridazin-3-yl)-1,3-dihydro-2H-benzo[d]imidazol-2-one ClC1=CC(=CC=2N(C(NC21)=O)C)C2=NNC(CC2C)=O